N,N-bis-methylpropanamide CN(C(CC)=O)C